N=1CC=CC=CC1 2H-azepine